CC1=NC(=C(C(=C1C#N)C)C#N)C 2,4,6-trimethylpyridine-3,5-diformonitrile